3-(2-(5-(3-bromobenzylidene)-3-(4-methoxyphenyl)-4-oxothiazolidine-2-ylidene)hydrazono)-5-fluoroindol-2-one BrC=1C=C(C=C2C(N(C(S2)=NN=C2C(NC3=CC=C(C=C23)F)=O)C2=CC=C(C=C2)OC)=O)C=CC1